FC1=C(C=C(C=C1C(F)(F)F)C1=C(C=CC=C1C)O)CCC(=O)[O-] 3-(4-fluoro-2'-hydroxy-6'-methyl-5-(trifluoromethyl)-[1,1'-biphenyl]-3-yl)propanoate